2-[4-(4-chlorophenyl)-5-[2-(difluoromethyl)-4-pyridinyl]imidazol-1-yl]acetic acid ClC1=CC=C(C=C1)C=1N=CN(C1C1=CC(=NC=C1)C(F)F)CC(=O)O